(4-chloro-5-(3-fluorobenzyl)thiazol-2-yl)-1-methyl-6-oxo-1,4,5,6-tetrahydropyridazine-3-carboxamide ClC=1N=C(SC1CC1=CC(=CC=C1)F)C1C(=NN(C(C1)=O)C)C(=O)N